C1(CCC1)OC1=CC=C(C=C1)CNC(N(CC1CCN(CC1)C)CC1=CC=C(C=C1)F)=O 3-(4-cyclobutoxyphenylmethyl)-1-(4-fluorophenylmethyl)-1-((1-methylpiperidin-4-yl)methyl)urea